5-(1H-indol-6-yl)-1,2,4-oxadiazole N1C=CC2=CC=C(C=C12)C1=NC=NO1